OC1=C(C=CC=C1)C=1N=C2N(C=CC(=C2)C2=CC=CC=C2)C1NC1=CC=C(C(=O)OC(C)(C)C)C=C1 tert-butyl 4-((2-(2-hydroxyphenyl)-7-phenylimidazo[1,2-a]pyridin-3-yl)amino)benzoate